BrCC(=O)C1=CC(=CC=C1)OC(F)(F)F 2-bromo-1-(3-(trifluoromethoxy)phenyl)ethanone